C(CCC)OC(CC)=O.C(C)(C)O[Si](C1=CC=C(C=C1)C=C)(OC(C)C)OC(C)C triisopropoxy(4-vinylphenyl)silane Butylpropanoat